CC1=NC(=NO1)C=1C=C(CON=C(C)C2=CC(=C(C(=C2)O)O)Cl)C=CC1 (3-chloro-4,5-dihydroxyphenyl)ethan-1-one O-(3-(5-methyl-1,2,4-oxadiazol-3-yl)benzyl) oxime